ClCCOCCNC(C1=C(C=C(C=C1)NC=1C=2N(C=CN1)C(=CN2)C2=C(C(=C(C=C2)OC(F)F)F)F)CC)=O N-(2-(2-chloroethoxy)ethyl)-4-((3-(4-(difluoromethoxy)-2,3-difluorophenyl)imidazo[1,2-a]pyrazin-8-yl)amino)-2-ethylbenzamide